(4-bromophenylethyl)(2-methoxyethyl)carbamic acid tert-butyl ester C(C)(C)(C)OC(N(CCOC)CCC1=CC=C(C=C1)Br)=O